C(C)OC(=O)C=1C(=NC(=NC1)Cl)NC1CC(CCC1)O[Si](C1=CC=CC=C1)(C1=CC=CC=C1)C(C)(C)C 4-((3-((tert-Butyldiphenylsilyl)oxy)cyclohexyl)amino)-2-chloropyrimidine-5-carboxylic acid ethyl ester